4-oxo-1,4lambda5-azaphosphacyclohexane-1-carboxamide O=P1CCN(CC1)C(=O)N